1-(((5s,7s)-3-(3-(tert-butyl)-4-fluoroisoxazol-5-yl)-2-oxo-1-oxa-3-azaspiro[4.5]decan-7-yl)methyl)-1H-benzo[d]imidazole-6-carbonitrile C(C)(C)(C)C1=NOC(=C1F)N1C(O[C@]2(C1)C[C@H](CCC2)CN2C=NC1=C2C=C(C=C1)C#N)=O